dimethyl 3,3'-methylenebis(1H-indole-5-carboxylate) C(C1=CNC2=CC=C(C=C12)C(=O)OC)C1=CNC2=CC=C(C=C12)C(=O)OC